BrCC=1C=C(C(=O)OC)C=C(C1)F methyl 3-(bromomethyl)-5-fluorobenzoate